2-fluoro-6-[(2-iodobenzyl)amino]-9-(oxetan-2-yl)-9H-purine FC1=NC(=C2N=CN(C2=N1)C1OCC1)NCC1=C(C=CC=C1)I